Difluoromethyl-(E)-2-(naphthalen-2-yl)ethane-1-sulfonic acid FC(F)C(CC1=CC2=CC=CC=C2C=C1)S(=O)(=O)O